C(C1CO1)OCC#C 1-glycidyloxy-2-propyne